isopropyl trans-N-[4-[5-[2-(ethylsulfamoyl)-4-[(1-isopropylimidazol-2-yl)amino]phenyl]thiazol-2-yl]cyclohexyl]carbamate C(C)NS(=O)(=O)C1=C(C=CC(=C1)NC=1N(C=CN1)C(C)C)C1=CN=C(S1)[C@@H]1CC[C@H](CC1)NC(OC(C)C)=O